7-bromo-2-(oxan-4-yl)isoquinolin-1-one BrC1=CC=C2C=CN(C(C2=C1)=O)C1CCOCC1